BrC1=CC=C2CN(C(C2=C1)=O)[C@H](CS(=O)(=O)C)C1=CC(=C(C=C1)OC)OCC 6-bromo-2-[(1S)-1-(3-ethoxy-4-methoxy-phenyl)-2-methyl-sulfonylethyl]isoindolin-1-one